FC(C(=O)O)(F)F.FC1=C(C=C(C=C1)NC(=O)[C@@H]1CNCCC1)C (S)-N-(4-fluoro-3-methylphenyl)piperidine-3-carboxamide trifluoroacetate salt